3-(2-methyl-1H-imidazol-1-yl)benzaldehyde CC=1N(C=CN1)C=1C=C(C=O)C=CC1